ClC=1C=C2C(C(=CN(C2=CC1N1CC2=NC=CC=C2C1)CC1CCN(CC1)C(N(C)C)=O)C(=O)O)=O 6-chloro-7-(5,7-dihydro-6H-pyrrolo[3,4-b]pyridin-6-yl)-1-((1-(dimeth-ylcarbamoyl)piperidin-4-yl)methyl)-4-oxo-1,4-dihydro-quinoline-3-carboxylic acid